6-bromo-7-fluoro-1-isopropyl-2-methyl-1H-benzo[d]imidazole BrC=1C=CC2=C(N(C(=N2)C)C(C)C)C1F